C(C(=C)C)(=O)OCCCCCCCCCCOC(C(=C)C)=O 1,10-Decandiol Dimethacrylate